CC1=C(C(=CC(=C1)C)C(CCCCCCCCCCCCCCCC)C)O 2,4-dimethyl-6-(1-methylheptadec-1-yl)phenol